7-oxa-2-azaspiro[4.5]decan C1NCCC12COCCC2